propionic acid cyclobutyl ester C1(CCC1)OC(CC)=O